bis(2,4,5-trichlorophenyl)-Oxalat ClC1=C(C=C(C(=C1)Cl)Cl)OC(C(=O)OC1=C(C=C(C(=C1)Cl)Cl)Cl)=O